CC(C#N)(C)C1=CC=CC=2N(C=NC21)COCC[Si](C)(C)C 2-methyl-2-[1-(2-trimethylsilylethoxymethyl)benzimidazol-4-yl]propionitrile